C(CCCCCC(C)(C)C)(=O)[O-].[Ag+] silver (I) neo-decanoate